O(C(C(=[O+][O-])[O-])CC(=O)[O-])C(C(=O)[O-])CC(=O)[O-] (Oxydisuccinate) oxide